(2S)-2-((E)-3-(5-chloropyridin-2-yl)acrylamido)-N-(4-(cyclopropylamino)-3,4-dioxo-1-((S)-2-oxopyrrolidin-3-yl)butan-2-yl)-4,4-dimethylpentanamide ClC=1C=CC(=NC1)/C=C/C(=O)N[C@H](C(=O)NC(C[C@H]1C(NCC1)=O)C(C(=O)NC1CC1)=O)CC(C)(C)C